FC=1C=C(C=CC1)C=1C(=C(SC1)NC(=O)NCCCCN1CCCC1)C(=O)N 4-(3-fluorophenyl)-2-{3-[4-(pyrrolidin-1-yl)butyl]ureido}thiophene-3-carboxamide